N-butyl-N-hexylurea C(CCC)N(C(=O)N)CCCCCC